C1(CCC(CC1)NC(=O)NC1=C2C=CNC2=CC=C1)NC(=O)NC1=C2C=CNC2=CC=C1 1,1'-((1R,4R)-cyclohexane-1,4-diyl)bis(3-(1H-indol-4-yl)urea)